ClC1=CC=C(C=C1)N1C(C=CC=C1)OC1CCCCC1 N-(4-chlorophenyl)-4-(pyridin-2-yloxy)cyclohexane